C(C)(=O)OC[C@H]1O[C@H]([C@H]([C@@H]([C@@H]1CC(=O)O)CC(=O)O)CC(=O)O)OC1=CC=C(C=C1)N1C(=NC2=C(C=CC=C2C1=O)F)C (2s,3s,4r,5s,6s)-2-(acetoxymethyl)-6-(4-(8-fluoro-2-methyl-4-oxoquinazolin-3(4H)-yl)phenoxy)tetrahydro-2H-pyran-3,4,5-triacetic acid